C(#N)N=S(=O)(NC(NC1=C2CCCC2=CC=2CCCC12)=O)\C=C\C1SCC2=C1C=CC=C2 (E)-N'-cyano-2-(1,3-dihydrobenzo[c]thiophen-1-yl)-N-((1,2,3,5,6,7-hexahydro-s-indacen-4-yl)carbamoyl)ethene-1-sulfonimidamide